C(C)(C)C1=C(NC2=CN=C(C=C21)C2CCN(CC2)CC(C)(O)C)C=2C=C(C=1N(C2)N=CN1)OC 1-(4-(3-isopropyl-2-(8-methoxy-[1,2,4]triazolo[1,5-a]pyridin-6-yl)-1H-pyrrolo[2,3-c]pyridin-5-yl)piperidin-1-yl)-2-methylpropan-2-ol